trimethyl-platinum(IV) C[Pt+](C)C